4'-(5-Fluoro-6-hydroxy-1H-indazol-1-yl)-[1,1'-biphenyl]-3-carboxylic acid FC=1C=C2C=NN(C2=CC1O)C1=CC=C(C=C1)C1=CC(=CC=C1)C(=O)O